benzylzinc(II) bromide [Br-].C(C1=CC=CC=C1)[Zn+]